2-Methyl-5-((1-methylazetidin-2-yl)methoxy)-4-nitro-N-(1-(7-vinylquinolin-5-yl)cyclopropyl)benzamide CC1=C(C(=O)NC2(CC2)C2=C3C=CC=NC3=CC(=C2)C=C)C=C(C(=C1)[N+](=O)[O-])OCC1N(CC1)C